O1C(=CC=C1)C(=O)N1C=CC=C1 furan-2-yl(1H-pyrrol-1-yl)methanone